3-(azetidine-1-carbonyl)-9-(1-((6-chloro-2-(1-methyl-1H-pyrazol-4-yl)pyridin-3-yl)amino)ethyl)-4,7-dimethylimidazo[1,5-a]quinazolin-5(4H)-one N1(CCC1)C(=O)C=1N=CN2C1N(C(C1=CC(=CC(=C21)C(C)NC=2C(=NC(=CC2)Cl)C=2C=NN(C2)C)C)=O)C